4-(4-methylpiperazin-1-yl)-3-nitro-aniline CN1CCN(CC1)C1=C(C=C(N)C=C1)[N+](=O)[O-]